NC=1C(=C(C=CC1)S)N bis-aminothiophenol